2-methoxy-5-[2-oxo-1-(3,4,5-trimethoxyphenyl)-2,3-dihydro-1H-imidazo[4,5-c]pyridin-6-yl]benzoic acid COC1=C(C(=O)O)C=C(C=C1)C1=CC2=C(C=N1)NC(N2C2=CC(=C(C(=C2)OC)OC)OC)=O